1-((2S,5R)-4-benzyl-2-(4-fluorophenyl)-5-methylpiperazin-1-yl)-2,2,2-trifluoroethanone C(C1=CC=CC=C1)N1C[C@@H](N(C[C@H]1C)C(C(F)(F)F)=O)C1=CC=C(C=C1)F